5-chloro-4-[3-methylmorpholin-4-yl]-2-[5-(trifluoromethyl)-1H-pyrazol-4-yl]-1H-pyrimidin-6-one ClC1=C(N=C(NC1=O)C=1C=NNC1C(F)(F)F)N1C(COCC1)C